O=C1NC(CCC1N1C(N(C2=C1C=CC(=C2)N2CCC(CC2)(O)CC(=O)O)C)=O)=O 2-[1-[1-(2,6-dioxo-3-piperidyl)-3-methyl-2-oxo-benzimidazol-5-yl]-4-hydroxy-4-piperidyl]acetic acid